1-phenyl-4-(2-thienyl)-3-butyn-2-one C1(=CC=CC=C1)CC(C#CC=1SC=CC1)=O